C1(CC1)N1CCC(CC1)NC 1-cyclopropyl-N-methylpiperidin-4-amine